C(C)(C)N1CCN(CC1)S(=O)(=O)C1=CC=C(C=C1)NC(=O)NCC1=CC=NC=C1 1-(4-((4-isopropylpiperazin-1-yl)sulfonyl)phenyl)-3-(pyridin-4-ylmethyl)urea